(2S,3R,E)-2-aminoicos-4-ene-1,3-diol N[C@@H](CO)[C@@H](\C=C\CCCCCCCCCCCCCCC)O